1-[(3S)-3-[4-[3-Chloro-4-(2,2-difluoroethoxy)-2-fluoro-anilino]pyrido[3,2-d]pyrimidin-6-yl]oxypyrrolidin-1-yl]prop-2-en-1-one ClC=1C(=C(NC=2C3=C(N=CN2)C=CC(=N3)O[C@@H]3CN(CC3)C(C=C)=O)C=CC1OCC(F)F)F